2''-chloro-3-(4,6-diphenyl-1,3,5-triazin-2-yl)-[1,1':2',1'':4'',1'''-quaterphenyl]-4'''-carbonitrile ClC1=C(C=CC(=C1)C1=CC=C(C=C1)C#N)C=1C(=CC=CC1)C1=CC(=CC=C1)C1=NC(=NC(=N1)C1=CC=CC=C1)C1=CC=CC=C1